FC=1C=C(C=C(C1)F)[C@H](CC)N (1S)-1-(3,5-difluorophenyl)propan-1-amine